ClC=1N=C(C2=C(N1)CCN=C2)Cl 2,4-dichloro-7,8-dihydropyrido[4,3-d]pyrimidine